FC1=C(OC=2N=CC(=NC2)NC([C@H](C)N2CC(N(CC2)C(=O)C2CCC=3N(C2)C=CN3)(C)C)=O)C=CC(=C1)F (2S)-N-(5-(2,4-difluorophenoxy)pyrazin-2-yl)-2-(3,3-dimethyl-4-(5,6,7,8-tetrahydroimidazo[1,2-a]pyridine-6-carbonyl)piperazin-1-yl)propanamide